C(C(=O)O)O The molecule is a 2-hydroxy monocarboxylic acid that is acetic acid where the methyl group has been hydroxylated. It has a role as a metabolite and a keratolytic drug. It is a 2-hydroxy monocarboxylic acid and a primary alcohol. It derives from an acetic acid. It is a conjugate acid of a glycolate.